FC1CC(N(C1)C(CCC1=NNC(N1)=O)=O)C(=O)NC(C1=NC=C(C=C1)C(C)C)C1=CC=CC=C1 4-fluoro-1-[3-(5-oxo-4,5-dihydro-1H-1,2,4-triazol-3-yl)propanoyl]-N-{phenyl[5-(propan-2-yl)pyridin-2-yl]methyl}pyrrolidine-2-carboxamide